(R)-(3-Aminopyrrolidin-1-yl)(5-bromo-1H-indol-2-yl)methanone N[C@H]1CN(CC1)C(=O)C=1NC2=CC=C(C=C2C1)Br